NC=1C=C(C=C(C1)C(F)(F)F)[C@@H](C)NC1=NC(=NC2=C3C(=C(C=C12)N1CCOCC1)OC(C3)C)C N-((R)-1-(3-amino-5-(trifluoromethyl)phenyl)ethyl)-2,8-dimethyl-6-morpholino-8,9-dihydrofuro[2,3-h]quinazolin-4-amine